(2R,4s)-4-isopropyl-2-methoxy-3-((R)-2-methyl-1-(1-methyl-1H-imidazol-2-yl)propyl)oxazolidine C(C)(C)[C@@H]1N([C@@H](OC1)OC)[C@H](C(C)C)C=1N(C=CN1)C